C1(CCCCC1)C=1C=NC(=NC1)N1CCNCC1 5-cyclohexyl-2-(piperazin-1-yl)pyrimidine